The molecule is a member of the class of fluorobenzenes that is benzene in which all six hydrogen atom have been replaced by fluorine. It is a member of fluorobenzenes and a fluorocarbon. C1(=C(C(=C(C(=C1F)F)F)F)F)F